OC1=C([C@](C(=C2C1=NC(S2)N)O)(N)O)O (6S)-4,5,6,7-tetrahydroxy-1,3-benzothiazole-2,6-diamine